NC1CN(CC1)C1=NC(=CC(=N1)NC1=CC2=C(C=N1)C=NN2C(C)C)N2CCCC2 N-[2-(3-aminopyrrolidin-1-yl)-6-(pyrrolidin-1-yl)pyrimidin-4-yl]-1-(propan-2-yl)-1H-pyrazolo[4,3-c]pyridin-6-amine